5-ethyl-4-oxo-7-propyl-3,4-dihydropyrrolo[2,1-f][1,2,4]triazine-6-formaldoxime C(C)C=1C(=C(N2N=CNC(C21)=O)CCC)C=NO